Cl.N[C@@H](CC1=CNC=N1)C(=O)O histidine-monohydrochloride